C1(=CC=CC=C1)P(C1=NC=C(C=C1)C1=CC=C2C=CC3=CC=CC4=CC=C1C2=C34)(C3=CC=CC=C3)=O diphenyl-(5-(pyrene-1-yl)pyridin-2-yl)phosphine oxide